C(C1=CC=CC=C1)OC(=O)N[C@@H](C(=O)OCC1=CC=CC=C1)CNC(=O)C=1C=C(C=C(C1)F)C1=C(C=CC=C1)COC benzyl (R)-2-(((benzyloxy)carbonyl)amino)-3-(5-fluoro-2'-(methoxymethyl)-[1,1'-biphenyl]-3-carboxamido)propanoate